di(fluoromethyl)amine hydrochloride Cl.FCNCF